2-(nitrooxy)ethyl (E)-3-((3-(3,5,6-trimethylpyrazin-2-yl)acryloyl)oxy)benzoate CC=1C(=NC(=C(N1)C)C)/C=C/C(=O)OC=1C=C(C(=O)OCCO[N+](=O)[O-])C=CC1